C12C(C3CC(CC(C1)C3)C2)NC(CN2C(C(=CC=C2)NC([C@H](CCC(C(=O)NC)=O)NC(=O)[C@@H]2CNCC2)=O)=O)=O (S)-N1-(1-(2-(2-Adamantylamino)-2-oxoethyl)-2-oxo-1,2-dihydropyridin-3-yl)-N6-methyl-5-oxo-2-((S)-pyrrolidin-3-carboxamido)hexandiamid